5-(4-(phenylethynyl)-3-(1H-pyrazol-3-yl)phenoxy)-1H-1,2,3-triazole-4-carboxylic acid C1(=CC=CC=C1)C#CC1=C(C=C(OC2=C(N=NN2)C(=O)O)C=C1)C1=NNC=C1